BrC1=CC(=C(C=C1C)S(=O)(=O)NCC1=CC=NC=C1)C 4-bromo-2,5-dimethyl-N-(pyridin-4-ylmethyl)benzenesulfonamide